COC(C1=CC(=CC(=C1)OC)OC)=O.C1(=CC=CC=C1)C(=C=CC1=NC2=CC=CC=C2N=C1)CC1=CC=CC=C1 (S)-1-phenyl-1-benzyl-3-(quinoxalin-2-yl)allene methyl-3,5-dimethoxybenzoate